(S)-2-pyrrolidin-1-ylmethyl-pyrrolidine-1-carboxylic acid (3-{6-amino-5-[1-(2,6-dichloro-3-fluoro-phenyl)-ethoxy]-pyridin-3-yl}-prop-2-ynyl)-amide NC1=C(C=C(C=N1)C#CCNC(=O)N1[C@@H](CCC1)CN1CCCC1)OC(C)C1=C(C(=CC=C1Cl)F)Cl